C(C)OC1=NC=CC=C1C1=CC=C(N=N1)C1(CCN(CC1)C1=C(C=C(C=C1)C(F)(F)F)F)C(=O)N[C@@H]1CN(CC1)C 4-[6-(2-ethoxypyridin-3-yl)pyridazin-3-yl]-1-[2-fluoro-4-(trifluoromethyl)phenyl]-N-[(3S)-1-methylpyrrolidin-3-yl]piperidine-4-carboxamide